FC(C(=O)N(C)OC)(F)F 2,2,2-trifluoro-N-methoxy-N-methylacetamide